Methyl (3S)-3-(4-bromophenyl)butanoate BrC1=CC=C(C=C1)[C@H](CC(=O)OC)C